NC1=NC(=C(C=2N1C(N(N2)CC=2N=COC2)=O)C2=CC(=NC(=C2)C)CO)C2=CC=CC=C2 5-amino-8-[2-(hydroxymethyl)-6-methyl-4-pyridyl]-2-(oxazol-4-ylmethyl)-7-phenyl-[1,2,4]triazolo[4,3-c]pyrimidin-3-one